C(C)OC1=CN=CC(=N1)C1=CC(=C(C=C1)NC(C(C)(C)C=1N=C(SC1)NS(=O)(=O)CCOC)=O)F N-(4-(6-ethoxypyrazin-2-yl)-2-fluorophenyl)-2-(2-((2-methoxyethyl)sulfonamido)thiazol-4-yl)-2-methylpropanamide